C[C@@H]1COCCN1C=1C=C2C(CCN3C2=C(N1)C(=N3)C3=NNC=C3)(O)C3CCOCC3 4-((R)-3-methylmorpholino)-2-(1H-pyrazol-3-yl)-6-(tetrahydro-2H-pyran-4-yl)-7,8-dihydro-6H-pyrazolo[4,5,1-ij][1,7]naphthyridin-6-ol